FC(CN1N=CC=2C1=NC(=CN2)N2CC1(CN(C1)C1=NC(=NC=C1)C(F)(F)F)CC2)F 6-[1-(2,2-difluoroethyl)-1H-pyrazolo[3,4-b]pyrazin-6-yl]-2-[2-(trifluoromethyl)pyrimidin-4-yl]-2,6-diazaspiro[3.4]octane